N[C@@H](C1=CC2=C(N(C(=N2)[C@@H](N[S@](=O)C(C)(C)C)C2CC(OCC2)(C)C)COCC[Si](C)(C)C)C=C1)C1CC1 (R)-N-((1S)-(5-((R)-Amino(cyclopropyl)methyl)-1-((2-(trimethylsilyl)ethoxy)methyl)-1H-benzo[d]imidazol-2-yl)(2,2-dimethyltetrahydro-2H-pyran-4-yl)methyl)-2-methylpropane-2-sulfinamide